N-(2-fluorophenyl)-3-(2-methylindoline-1-carbonyl)benzenesulfonamide FC1=C(C=CC=C1)NS(=O)(=O)C1=CC(=CC=C1)C(=O)N1C(CC2=CC=CC=C12)C